CC1=CC=C(C=C1)S(=O)(=O)OC[C@H]1[C@H](C1)CNC(=O)OCC1=CC=CC=C1 ((1R,2S)-2-((((benzyloxy)carbonyl)amino)methyl)cyclopropyl)methyl 4-methylbenzenesulfonate